1,1-bis-(t-butylperoxy)cyclohexane C(C)(C)(C)OOC1(CCCCC1)OOC(C)(C)C